ClC1=NC=C(C(=C1)N1CCC(CC1)N1CCN(CC1)C)C#CC1=CSC=C1 (1-(2-chloro-5-(thiophen-3-ylethynyl)pyridin-4-yl)piperidin-4-yl)-4-methylpiperazine